BrC=1C=CC(=C(C1)NC(=O)NC1=CC(=CC(=C1)OC(F)(F)F)Br)CO 1-(5-bromo-2-hydroxymethylphenyl)-3-(3-bromo-5-trifluoromethoxyphenyl)urea